BrC1=CC=C(C=C1)C1=NC(=NN1C)C(F)(F)F 5-(4-bromophenyl)-1-methyl-3-(trifluoromethyl)-1H-1,2,4-triazole